OCCN(CCO)C1CCCCC1 N,N-Di-(2-hydroxyethyl)-cyclohexylamin